N1=CNC(C2=C1CNCC2)=O 5,6,7,8-tetrahydropyrido[3,4-d]pyrimidin-4(3H)-one